[Cr].[Ge].[Te] Tellurium germanium chromium